FC(C(=O)O)(F)F.NCC1=CC(=NC=C1)S(=O)(=O)CC1N(CC(C1)C1=CC=C(C=C1)F)S(=O)(=O)N1CCS(CC1)(=O)=O 4-((2-(((4-(Aminomethyl)pyridin-2-yl)sulfonyl)methyl)-4-(4-fluorophenyl)pyrrolidin-1-yl)sulfonyl)thiomorpholine 1,1-dioxide 2,2,2-trifluoroacetate